1-(2,2-difluoroethyl)-N-[4-[(6,7-dimethoxy-1,5-naphthyridin-4-yl)oxy]phenyl]-5-(4-fluorophenyl)-6-methyl-4-oxopyridazine-3-carboxamide FC(CN1N=C(C(C(=C1C)C1=CC=C(C=C1)F)=O)C(=O)NC1=CC=C(C=C1)OC1=CC=NC2=CC(=C(N=C12)OC)OC)F